ClC1=CC(=C(C=N1)NC(=O)C1(CN(C1)C1=C(C=NC=C1)F)C1=C(C=CC=C1)C(C)C)OC N-(6-chloro-4-methoxypyridin-3-yl)-1-(3-fluoropyridin-4-yl)-3-(2-isopropylphenyl)azetidine-3-carboxamide